BrC1=CC(=C(C=C1)NC=1C(=C(C=NC1)\C=N/NS(=O)(=O)C1=CC=C(C=C1)C)C)F N'-[(1Z)-{5-[(4-bromo-2-fluorophenyl)amino]-4-methylpyridin-3-yl}methylidene]-4-methylbenzenesulfonohydrazide